5-chloro-N-(2,6-dichloro-4-fluorophenyl)-2-hydroxybenzamide ClC=1C=CC(=C(C(=O)NC2=C(C=C(C=C2Cl)F)Cl)C1)O